C1(CC1)/C(/C(=O)O)=C\C(=O)O.C(\C=C\C(=O)O)(=O)OC1CCC(CC1)C(C)(C)C (4-tert-butylcyclohexyl) fumarate cyclopropyl-fumarate